[N+](=O)([O-])C1=CC=C(C=2C1=NON2)N[C@@H](C=O)[C@@H](O)[C@H](O)[C@H](O)CO 2-Deoxy-2-[(7-nitro-2,1,3-benzoxadiazol-4-yl)amino]-D-glucose